COC(C(CC1=CC=C(C=C1)CC(=O)N)(C)C)=O 3-(4-(2-amino-2-oxoethyl)phenyl)-2,2-dimethylpropionic acid methyl ester